5-(N,N-dimethylamino)-2-bromopyridine CN(C)C=1C=CC(=NC1)Br